COC(=O)C=1C(C(=C(OC1C)N)C#N)C1=CC=C(C=C1)F 2-amino-3-cyano-4-(4-fluorophenyl)-6-methyl-4H-pyran-5-carboxylic acid methyl ester